3-fluoro-1-methylpiperidin FC1CN(CCC1)C